CC1=NC2=CC=C(C=C2C(=C1)N)NC1=CC2=C(N=C(S2)C2=CC(=C(C(=C2)OC)OC)OC)C=C1 2-methyl-N6-(2-(3,4,5-trimethoxyphenyl)benzo[d]thiazol-6-yl)quinoline-4,6-diamine